[4-[5-(tert-butoxycarbonylamino)-4-cyano-1-isopropyl-pyrazol-3-yl]phenyl]acetic acid C(C)(C)(C)OC(=O)NC1=C(C(=NN1C(C)C)C1=CC=C(C=C1)CC(=O)O)C#N